(R)-2-(2-fluoro-3-(pyrrolidin-2-yl)phenyl)-N-(3-(4-fluoropiperidin-1-yl)propyl)benzo[d]imidazo[2,1-b]thiazole-7-carboxamide FC1=C(C=CC=C1[C@@H]1NCCC1)C=1N=C2SC3=C(N2C1)C=CC(=C3)C(=O)NCCCN3CCC(CC3)F